(5S)-5-(hydroxymethyl)pyrrolidin OC[C@@H]1CCCN1